NC1[C@@H]2N(CC(=C(S2)C(=O)O)CSC2=NN=CS2)C1=O 7-amino-3-(1,3,4-thiadiazol-5-yl)thiomethyl-2-cephem-2-carboxylic acid